N=1NC=C2C=C(C=CC12)NC1=NC=2C(=NC=C(N2)SC=2C(=NC=CC2)C(F)(F)F)N1 N-(2H-indazol-5-yl)-5-((2-(trifluoromethyl)pyridin-3-yl)thio)-1H-imidazo[4,5-b]pyrazin-2-amine